C\C(=C/C)\CCC[C@@H](CCC[C@@H](CCCC(C)C)C)C (E,7R,11R)-3,7,11,15-tetramethylhexadec-2-en